(1R,3R,4R)-2-((S)-2-(3-chlorophenyl)-2-hydroxyacetyl)-N-((R)-1-cyano-2-((S)-2-oxopyrrolidin-3-yl)ethyl)-5,5-difluoro-2-azabicyclo[2.2.2]octane-3-carboxamide ClC=1C=C(C=CC1)[C@@H](C(=O)N1[C@H]2CC([C@@H]([C@@H]1C(=O)N[C@H](C[C@H]1C(NCC1)=O)C#N)CC2)(F)F)O